Methyl 8-(4-(2,2-difluoroethyl)piperazin-2-yl)-2,3-dihydrobenzo[b][1,4]dioxine-5-carboxylate FC(CN1CC(NCC1)C1=CC=C(C2=C1OCCO2)C(=O)OC)F